6-((s)-3-benzylpiperazin-1-yl)-3-(naphthalen-2-yl)-4-(pyridin-4-yl)pyrazine C(C1=CC=CC=C1)[C@H]1CN(CCN1)C1=CN(C(C=N1)C1=CC2=CC=CC=C2C=C1)C1=CC=NC=C1